C(CCCCCCCC#CC#CCCCCCCCCO)O eicosa-9,11-diyne-1,20-diol